2-[4-[[[6-[(4-cyanophenyl)methyl-cyclopropyl-amino]-5-fluoro-pyrimidin-4-yl]amino]methyl]phenyl]acetamide C(#N)C1=CC=C(C=C1)CN(C1=C(C(=NC=N1)NCC1=CC=C(C=C1)CC(=O)N)F)C1CC1